OC=1C=C2CC(C(C2=CC1)=O)C\C=C\C1=CC(=C(C=C1)O)OC (E)-5-hydroxy-2-((E)-3-(4-hydroxy-3-methoxyphenyl)allyl)-2,3-dihydro-1H-indenone